[U].[Ti] titanium-uranium